((1R,2S)-2-((E)-PROP-1-EN-1-YL)CYCLOPROPYL)METHANOL C(=C\C)/[C@H]1[C@@H](C1)CO